1,3-dichloro-3-butyl-1,3-disilacyclohexane Cl[SiH]1C[Si](CCC1)(CCCC)Cl